C1(=CC=CC=C1)OS(=O)(=O)C1=C(C(=C(C=C1CCCCC)O)CC=C(CCC=C(C)C)C)O phenyl-3-(3,7-dimethylocta-2,6-dien-1-yl)-2,4-dihydroxy-6-pentylbenzenesulfonate